(E)-3-(4-chlorophenyl)-3-(dibenzylamino)acrylic acid ethyl ester C(C)OC(\C=C(\N(CC1=CC=CC=C1)CC1=CC=CC=C1)/C1=CC=C(C=C1)Cl)=O